Cl.C(C)OCC[C@H](NC)C(=O)OCC1=CC(=NC(=C1)Cl)Cl (2,6-Dichloropyridin-4-yl)methyl O-ethyl-N-methyl-L-homoserinate hydrochloride